ClC=1C=C(C=NC1N1N=CC=N1)NC(=O)NC1=C(C=2N(N=C1)C=C(N2)C)C(C)C N-(5-chloro-6-(2H-1,2,3-triazol-2-yl)pyridin-3-yl)-N'-(2-methyl-8-(propane-2-yl)imidazo[1,2-b]pyridazin-7-yl)urea